4-bromo-6-fluoro-2,3-dimethyl-1H-indole-7-carboxamide BrC1=C2C(=C(NC2=C(C(=C1)F)C(=O)N)C)C